8-Bromo-1,6-naphthyridin-5-amine BrC1=CN=C(C=2C=CC=NC12)N